C(C1=CC=CC=C1)C=1C(OC2=CC=CC=C2C1)=O 3-benzylcoumarin